7-(1-Benzylpiperidin-3-yl)-2-(pyridin-2-yl)pyrazolo[1,5-a]pyrimidine C(C1=CC=CC=C1)N1CC(CCC1)C1=CC=NC=2N1N=C(C2)C2=NC=CC=C2